N-(3,3-difluoropiperidin-4-yl)-5-(imidazo[1,2-a]pyridin-6-ylmethoxy)-2-methylbenzofuran-3-carboxamide FC1(CNCCC1NC(=O)C1=C(OC2=C1C=C(C=C2)OCC=2C=CC=1N(C2)C=CN1)C)F